CC1CN(CC(N1)C)C=1C=C2CN(C(C2=C(C1F)F)=O)C1C(NC(CC1)=O)=O 3-(5-(3,5-dimethylpiperazin-1-yl)-6,7-difluoro-1-oxoisoindolin-2-yl)piperidine-2,6-dione